CC1=NC=2N(C3=CC(=CC=C13)C=O)C(=NN2)NC=2C=C(C=CC2)C2=CC=C(C=C2)C Methyl(4'-methyl-[1,1'-biphenyl-3-yl]amino)-[1,2,4]triazolo[4,3-a]quinazoline-8-carbaldehyde